C(#N)C1=NC=CC(=C1)NC=1C=C(C=CC1)NC(C1=CC=C(C=C1)NC1=CC=NC=C1)=O N-(3-(2-cyanopyridin-4-ylamino)phenyl)-4-(pyridin-4-ylamino)benzamide